N-(2,4-dimethoxybenzyl)-N-(2,2-dimethoxyethyl)-5-oxo-4,5-dihydro-1H-pyrrolo[3,2-c][2,7]naphthyridine-2-carboxamide COC1=C(CN(C(=O)C2=CC=3NC(C=4C=NC=CC4C3N2)=O)CC(OC)OC)C=CC(=C1)OC